2-Cyclopropanecarbonyl-6-({4-methyl-1-[6-(trifluoromethyl)pyridin-3-yl]-1H-1,2,3-triazol-5-yl}methoxy)-1,2,3,4-tetrahydro-2,7-naphthyridine C1(CC1)C(=O)N1CC2=CN=C(C=C2CC1)OCC1=C(N=NN1C=1C=NC(=CC1)C(F)(F)F)C